S1C(SC(=C1)C=CC#N)=C1SC=CS1 3-([2,2'-bi(1,3-dithiolylidene)]-4-yl)acrylonitrile